N-[2-[(2,3-dihydroxypropyl)(3-hydroxypropyl)amino]ethyl]isostearamide OC(CN(CCNC(CCCCCCCCCCCCCCC(C)C)=O)CCCO)CO